C(C)(C)(C)OC(=O)NCCOC1=NOC(=C1)C(C(=O)OC)C(C)C methyl 2-(3-(2-((tert-butoxycarbonyl)amino)ethoxy)isoxazol-5-yl)-3-methylbutanoate